CC1=NC=CC(=C1)NC(OC(C)(C)C)=O tert-butyl (2-methylpyridin-4-yl)carbamate